(S)-4-(5-cyano-2-methoxyphenyl)-6-methyl-N-(5-(tetrahydrofuran-2-carbonyl)-4,5,6,7-tetrahydrothiazolo[5,4-c]pyridin-2-yl)nicotinamide C(#N)C=1C=CC(=C(C1)C1=CC(=NC=C1C(=O)NC=1SC=2CN(CCC2N1)C(=O)[C@H]1OCCC1)C)OC